CS(=O)(=O)C=1C=C(CC2CC3(CN(C3)C(=O)N3CC4(C3)NC(CC4)=O)C2)C=CC1 2-[6-(3-methanesulfonyl-benzyl)-2-azaspiro[3.3]heptane-2-carbonyl]-2,5-diazaspiro[3.4]octan-6-one